FC(C1(OCCO1)C(=O)OC)(F)F methyl 2-(trifluoromethyl)-1,3-dioxolane-2-carboxylate